CCCCCCCCCCCCCCCCCCOC[C@H](COP(=O)(O)OC[C@H](CO)O)OC(=O)CCCCC/C=C\C/C=C\C/C=C\C/C=C\CCCCC 1-octadecyl-2-(7Z,10Z,13Z,16Z-docosatetraenoyl)-glycero-3-phospho-(1'-sn-glycerol)